C(C)(C)(C)OC(=O)N1C(CCCC1)C(C)(F)S(=O)(=O)C1=CC(=NN1C)C(F)F (1-((3-(difluoromethyl)-1-methyl-1H-pyrazol-5-yl)sulfonyl)-1-fluoroethyl)piperidine-1-carboxylic acid tert-butyl ester